N1N=NC2=C1[C@H]1[C@@H](CC2)CN(C1)C=O [(5aR,8aS)-4,5,5a,6,8,8a-hexahydro-1H-pyrrolo[3,4-e]benzotriazol-7-yl]methanone